2-(7-((2S,5R)-4-(1-(2,3-dihydrobenzo[b][1,4]dioxin-6-yl)ethyl)-2,5-dimethylpiperazin-1-yl)-4-methyl-5-oxo-4,5-dihydropyrazolo[1,5-a]pyrimidin-2-yl)acetonitrile O1C2=C(OCC1)C=C(C=C2)C(C)N2C[C@@H](N(C[C@H]2C)C2=CC(N(C=1N2N=C(C1)CC#N)C)=O)C